C(C)N1N=NC(=C1)C1=CC(=C(C(=O)N([C@H]2CNCCC2)C2=NC=CC3=CC(=CC(=C23)C)F)C=C1)F 4-(1-ethyltriazol-4-yl)-2-fluoro-N-(6-fluoro-8-methyl-1-isoquinolyl)-N-[(3R)-3-piperidyl]benzamide